Methyl ((benzyloxy)carbonyl)-L-valyl-L-phenylalaninate C(C1=CC=CC=C1)OC(=O)N[C@@H](C(C)C)C(=O)N[C@@H](CC1=CC=CC=C1)C(=O)OC